CCCCOCCSSCCOCCCC 5,12-dioxa-8,9-dithiahexadecane